Di-n-octyl diselenide C(CCCCCCC)[Se][Se]CCCCCCCC